C(C=O)(=O)ON(CCN(OC(C=O)=O)OC(C=O)=O)OC(C=O)=O ethylenediamine tetraglyoxylate